ClC1=NC(=NC(=N1)NCC1=NC=C(C=C1Cl)C)N 6-chloro-N2-[(3-chloro-5-methyl-2-pyridinyl)methyl]-1,3,5-triazine-2,4-diamine